(2-(3-(5-(4-(4-(dimethylamino)but-2-enoyl)-2-oxopiperazin-1-yl)thiophen-2-yl)propanamido)ethyl)benzamide CN(CC=CC(=O)N1CC(N(CC1)C1=CC=C(S1)CCC(=O)NCCC1=C(C(=O)N)C=CC=C1)=O)C